5-(4-aminonaphthalen-1-yl)-7-cyclopropyl-7H-pyrrolo[2,3-d]pyrimidin-4-amine NC1=CC=C(C2=CC=CC=C12)C1=CN(C=2N=CN=C(C21)N)C2CC2